C(C)(C)P(CCCP(C(C)C)C(C)C)C(C)C 1,3-Bis(diisopropylphosphino)propan